[Na+].CC1=C(C(=CC2=CC=CC=C12)C)C(CC)S(=O)(=O)[O-] 1,3-dimethylnaphthylpropanesulfonic acid sodium salt